O.O=C[C@H](O)[C@@H](O)[C@H](O)[C@H](O)CO D(+)-glucose monohydrat